N-((S)-1-(((R)-3-methyl-1-(6-methyl-4,9-dioxo-1,3,6,2-dioxazaboronan-2-yl)butyl)amino)-1-oxo-3-phenylpropan-2-yl)pyrazine-2-carboxamide CC(C[C@@H](B1OC(CCN(CC(O1)=O)C)=O)NC([C@H](CC1=CC=CC=C1)NC(=O)C1=NC=CN=C1)=O)C